C(C)(C)(C)OC(=O)C1=CC=CC2=C(C=CC=C12)C(NC1=CC=C(N=N1)C=1N=NC(=CC1)NC(C1=CC=C(C=C1)C(N(OC)CCC1CCCCC1)=O)=O)=O t-butyl-5-[(6'-{4-[(2-cyclohexylethyl)(methoxy)carbamoyl]benzamido}-[3,3'-bipyridazine]-6-yl)carbamoyl]naphthalene-1-carboxylate